1-isopropyl-N-((2-methoxypyridin-3-yl)methyl)-3-methyl-5-(1-methyl-1H-pyrazol-5-yl)-1H-pyrazolo[4,3-b]pyridin-7-amine C(C)(C)N1N=C(C2=NC(=CC(=C21)NCC=2C(=NC=CC2)OC)C2=CC=NN2C)C